C(C=C)N1N=C(C(=C1)C1=CN=C2N1C=CN=C2NC2=CC(=C(C(=O)N1CCN(CC1)C(=O)[C@@H]1N[C@H](CC1)O)C(=C2)C)F)C(F)(F)F (4-(4-((3-(1-allyl-3-(trifluoromethyl)-1H-pyrazol-4-yl)imidazo[1,2-a]pyrazin-8-yl)amino)-2-fluoro-6-methylbenzoyl)piperazin-1-yl)((2R,5S)-5-hydroxypyrrolidin-2-yl)methanone